ClC1=C(C=CC=C1)C(C(=O)NC(=S)NC)C=1N=NC=C(C1)C(F)(F)F 2-(2-chlorophenyl)-N-(methylaminothioformyl)-2-(5-(trifluoromethyl)pyridazin-3-yl)acetamide